C(C)C1=CC=C2C(=C(CC2=C1)C=O)O[Si](C)(C)C 6-ethyl-3-((trimethylsilyl)oxy)-1H-indene-2-carbaldehyde